5-(5-(3,5-dichloro-4-fluorophenyl)-5-(trifluoromethyl)-4,5-dihydroisoxazol-3-yl)-N'-(4-methoxybenzoyl)-3-methyl-5,6-dihydro-4H-thieno[2,3-c]pyrrole-2-carbohydrazide ClC=1C=C(C=C(C1F)Cl)C1(CC(=NO1)N1CC2=C(C1)C(=C(S2)C(=O)NNC(C2=CC=C(C=C2)OC)=O)C)C(F)(F)F